COC1=C(C(=CC=C1)OC)CC(=O)[O-] 2,6-dimethoxyphenylacetate